ethanol tetrahydrate O.O.O.O.C(C)O